Di-Methyl-malonic acid CC(C(=O)O)(C(=O)O)C